1-(2-Chlorophenyl)-7-cyclopropyl-4-((5-methoxypyridin-3-yl)amino)quinazolin-2(1H)-one ClC1=C(C=CC=C1)N1C(N=C(C2=CC=C(C=C12)C1CC1)NC=1C=NC=C(C1)OC)=O